2-((3R)-1-(3-ethyl-5-(3-((tetrahydro-2H-Pyran-2-yl)oxy)prop-1-yn-1-yl)pyrazin-2-yl)piperidin-3-yl)ethyl acetate C(C)(=O)OCC[C@@H]1CN(CCC1)C1=NC=C(N=C1CC)C#CCOC1OCCCC1